CC(=O)OC(CC(=O)[O-])C[N+](C)(C)C.Cl acetyl-carnitine hydrochloride